C(#N)C1=CNC2=C(C=CC(=C12)C)C1=C(C=CC=C1)S(=O)(=O)N (3-cyano-4-methyL-1H-indol-7-yl)benzenesulfonamide